6-(PIPERIDIN-1-YL)PYRIDIN-3-YLBORONIC ACID N1(CCCCC1)C1=CC=C(C=N1)B(O)O